4-((7-methoxy-5H-pyridazino[4,5-b]indol-5-yl)methyl)benzenesulfonamide COC=1C=CC=2C3=C(N(C2C1)CC1=CC=C(C=C1)S(=O)(=O)N)C=NN=C3